BrC=1C=C(C=C(C1)Br)N(C(=O)C1OC(C(C(C1OC)N1N=NC(=C1)C1=CC(=C(C(=C1)F)F)F)O)CO)[C@@H]1[C@H](CCC1)O N-(3,5-dibromophenyl)-5-hydroxy-N-((1S,2S)-2-hydroxycyclopentyl)-6-(hydroxymethyl)-3-methoxy-4-(4-(3,4,5-trifluorophenyl)-1H-1,2,3-triazol-1-yl)tetrahydro-2H-pyran-2-carboxamide